N[C@H]1C(N(C2=C(C=CC=C2C1)OC1=C(C=CC=C1)C(F)(F)F)C)=O (3R)-3-amino-1-methyl-8-(2-(trifluoromethyl)phenoxy)-1,2,3,4-tetrahydroquinolin-2-one